L-alanine methyl ester hydrochloride salt Cl.COC([C@@H](N)C)=O